FC=1C=C2C=CC=C(C2=CC1)C1(CC1)NC(=O)C=1C=C(OCCN(C(OC(C)(C)C)=O)C)C=CC1C tert-Butyl (2-(3-((1-(6-fluoronaphthalen-1-yl)cyclopropyl)carbamoyl)-4-methyl phenoxy)ethyl)(methyl)carbamate